tert-butyl 6-(1-(3-cyanophenyl)-3-(trifluoromethyl)-1H-pyrazole-5-carboxamido)-7-fluoro-3,4-dihydroisoquinoline-2(1H)-carboxylate C(#N)C=1C=C(C=CC1)N1N=C(C=C1C(=O)NC=1C=C2CCN(CC2=CC1F)C(=O)OC(C)(C)C)C(F)(F)F